COC1=CC=C(C=C1)CCCCO 4-(4-methoxyphenyl)-1-butanol